γ-(6-Aminohexyl)Aminopropyltrimethoxysilane NCCCCCCNCCC[Si](OC)(OC)OC